(propylcyclopentadienyl)(1,3-dimethyl-4,5,6,7-tetrahydroindenyl)zirconium(IV) C(CC)C1(C=CC=C1)[Zr+2]C=1C(C=2CCCCC2C1C)C